2-[4-[2-[1-(6,7-dihydro-5H-pyrrolo[1,2-c]imidazol-1-yl)-2-ethoxy-2-oxo-ethyl]-7-fluoro-3-oxo-isoindolin-5-yl]phenyl]-2,7-diazaspiro[3.5]nonane-7-carboxylic acid tert-butyl ester C(C)(C)(C)OC(=O)N1CCC2(CN(C2)C2=CC=C(C=C2)C=2C=C3C(N(CC3=C(C2)F)C(C(=O)OCC)C2=C3N(C=N2)CCC3)=O)CC1